COC1=C(C=NC(=C1)C(F)(F)F)[C@@H]1[C@H](O[C@]([C@@H]1C)(C(F)(F)F)C)C(=O)NC1=CC(=NC=C1)C(=O)N (2S,3R,4R,5R)-4-[[3-[4-methoxy-6-(trifluoromethyl)-3-pyridinyl]-4,5-dimethyl-5-(trifluoromethyl)tetrahydrofuran-2-carbonyl]amino]pyridine-2-carboxamide